N-[(3-fluoro-2-formyl-1H-indol-6-yl)methyl]-4-oxo-pyrido[1,2-a]pyrimidine-2-carboxamide FC1=C(NC2=CC(=CC=C12)CNC(=O)C=1N=C2N(C(C1)=O)C=CC=C2)C=O